(diphenyltriazinyl)[(biphenylyl)benzselenophenyl]biphenyl C1(=CC=CC=C1)C1=C(C(=NN=N1)C=1C(=C(C=CC1)C1=CC=CC=C1)C=1[Se]C2=C(C1C1=C(C=CC=C1)C1=CC=CC=C1)C=CC=C2)C2=CC=CC=C2